3-(5-methylthiazol-2-yl)benzoate CC1=CN=C(S1)C=1C=C(C(=O)[O-])C=CC1